BrC=1C=C2C=CN(C2=CC1)C1CCN(CC1)C(=O)OC(C)(C)C tert-butyl 4-(5-bromo-1H-indol-1-yl)piperidine-1-carboxylate